ethyl 1-[[4-[[(1Z)-2-ethoxy-3,3,3-trifluoro-1-propen-1-yl]oxy]phenyl]-methyl]-1H-pyrazole-4-carboxylate C(C)O\C(=C/OC1=CC=C(C=C1)CN1N=CC(=C1)C(=O)OCC)\C(F)(F)F